FC1(CC(C1)(O)C#CC=1C=CC=2OC[C@@H](C(N(C2N1)C)=O)NC(C1=NC=CC(=C1)OC1=CC=CC=C1)=O)F (S)-N-(7-((3,3-difluoro-1-hydroxycyclobutyl)ethynyl)-5-methyl-4-oxo-2,3,4,5-tetrahydropyrido[3,2-b][1,4]oxazepin-3-yl)-4-phenoxypicolinamide